7-fluoro-3-oxo-N-(6-(4-phenyl-4H-1,2,4-triazol-3-yl)pyridin-2-yl)-3,4-dihydro-2H-benzo[b][1,4]oxazine-6-carboxamide FC=1C(=CC2=C(OCC(N2)=O)C1)C(=O)NC1=NC(=CC=C1)C1=NN=CN1C1=CC=CC=C1